4'-[(1-{[(4-chloro-2,6-difluorophenyl)methyl]carbamoyl}-D-prolyl)amino][1,1'-biphenyl]-4-carboxylic acid ClC1=CC(=C(C(=C1)F)CNC(=O)N1[C@H](CCC1)C(=O)NC1=CC=C(C=C1)C1=CC=C(C=C1)C(=O)O)F